C(C)OC1=C2C=CC=NC2=C(C=C1)S(=O)(=O)NC1=C(C=CC=C1)C#CC=1C(=CC(=NC1)C(=O)O)OC 5-{2-[2-(5-ethoxyquinoline-8-sulfonamido)phenyl]ethynyl}-4-methoxypyridine-2-carboxylic acid